5-cyano-N-[(1R,3S)-3-{[2-(trifluoromethyl)quinolin-4-yl]amino}cyclohexyl]-1H-indazole-3-carboxamide C(#N)C=1C=C2C(=NNC2=CC1)C(=O)N[C@H]1C[C@H](CCC1)NC1=CC(=NC2=CC=CC=C12)C(F)(F)F